(3-chloro-2,4-difluorophenyl)(3-(trifluoromethyl)bicyclo-[1.1.1]pentan-1-yl)methanamine ClC=1C(=C(C=CC1F)C(N)C12CC(C1)(C2)C(F)(F)F)F